NC=1C(=NC(=C(N1)C1=CC=C(C=C1)F)C=1C=C2C(=NC=NC2=CC1)C)C#N 3-amino-5-(4-fluorophenyl)-6-(4-methylquinazolin-6-yl)pyrazine-2-carbonitrile